4-oxo-4-(3-pyridyl)-butyric acid O=C(CCC(=O)O)C=1C=NC=CC1